cyanomethylphosphine C(#N)CP